3-((Dimethylamino)methyl)-1-((4-fluorobenzyl)sulfonyl)-4-(3-methoxyphenyl)piperidin-4-ol hydrochloride Cl.CN(C)CC1CN(CCC1(O)C1=CC(=CC=C1)OC)S(=O)(=O)CC1=CC=C(C=C1)F